(E)-1-(4-((4-amino-7-methyl-5-(4-phenoxyphenyl)-7H-pyrrolo[2,3-d]pyrimidin-6-yl)ethynyl)azepan-1-yl)-4-(azetidin-1-yl)but-2-en-1-one NC=1C2=C(N=CN1)N(C(=C2C2=CC=C(C=C2)OC2=CC=CC=C2)C#CC2CCN(CCC2)C(\C=C\CN2CCC2)=O)C